C(C)OC(C[C@H](C=1C=NC=NC1)N)=O |r| (±)-3-amino-3-(pyrimidin-5-yl)propionic acid ethyl ester